ClC1=CC=C(C=C1)CN1N(C2=C(CN(CC2)CC2=CC(=CC(=C2)F)F)C1=O)CCNC 2-[(4-chlorophenyl)methyl]-5-[(3,5-difluorophenyl)methyl]-1-[2-(methylamino)ethyl]-6,7-dihydro-4H-pyrazolo[4,3-c]pyridin-3-one